[N+](=O)([O-])C1=CC=C(O1)CN1CCN(CC1)C1=NC=C(C=N1)C(F)(F)F 2-{4-[(5-Nitrofuran-2-yl)methyl]piperazin-1-yl}-5-(trifluoromethyl)pyrimidine